CS(=O)(=O)O.FC1=CC2=C(N=C(S2)[C@@H](C)N)C=C1 (R)-1-(6-fluoro-2-benzothiazolyl)-ethylamine methanesulfonate